N1(CCCCC1)C1=NC=2N(C=C1)N=CC2C(=O)OCC ethyl 5-(1-piperidyl)pyrazolo[1,5-a]pyrimidine-3-carboxylate